(R)-4-methyl-N-((2-(6-(8-(methylamino)-5-azaspiro[2.5]octan-5-yl)pyridin-2-yl)-1,6-naphthyridin-7-yl)methyl)-3-(methylsulfonyl)benzamide CC1=C(C=C(C(=O)NCC2=NC=C3C=CC(=NC3=C2)C2=NC(=CC=C2)N2CC3(CC3)[C@@H](CC2)NC)C=C1)S(=O)(=O)C